4'-(3-(4-(9H-carbazol-9-yl)phenyl)-9H-carbazol-9-yl)-4-(4,6-diphenyl-1,3,5-triazin-2-yl)-3,5,6-tris(5H-pyrido[3,2-b]indol-5-yl)-[1,1'-biphenyl]-2-carbonitrile C1=CC=CC=2C3=CC=CC=C3N(C12)C1=CC=C(C=C1)C=1C=CC=2N(C3=CC=CC=C3C2C1)C1=CC=C(C=C1)C=1C(=C(C(=C(C1N1C2=C(C=3C=CC=CC13)N=CC=C2)N2C1=C(C=3C=CC=CC23)N=CC=C1)C1=NC(=NC(=N1)C1=CC=CC=C1)C1=CC=CC=C1)N1C2=C(C=3C=CC=CC13)N=CC=C2)C#N